FC1(CCN(CC1)C1=CC=C(C=N1)C1=NNC2=CC=C(C=C12)OC(C)C1=C2C(=NC=C1)NC=C2F)F 3-(6-(4,4-difluoropiperidin-1-yl)pyridin-3-yl)-5-(1-(3-fluoro-1H-pyrrolo[2,3-b]pyridin-4-yl)ethoxy)-1H-indazole